ClC1=CC=C(C(=N1)C(=O)O)SC 6-chloro-3-(methylthio)picolinic acid